2-[2-(2,3-difluorophenyl)acetyl]-5-({2-[2-(2,3-difluorophenyl)acetyl]-1,3-dioxo-2,3-dihydro-1H-inden-5-yl}oxy)-2,3-dihydro-1H-indene-1,3-dione FC1=C(C=CC=C1F)CC(=O)C1C(C2=CC=C(C=C2C1=O)OC=1C=C2C(C(C(C2=CC1)=O)C(CC1=C(C(=CC=C1)F)F)=O)=O)=O